CC=1N=CC2=C(N1)C(N(C(=C2)O[C@H]2COCC2)C)=O 2,7-dimethyl-6-(((R)-tetrahydrofuran-3-yl)oxy)pyrido[3,4-d]pyrimidin-8(7H)-one